3-(1-oxo-6-(4-(3-(4-(quinoxalin-2-yl)-1H-pyrazol-1-yl)cyclobutyl)butyl)isoindolin-2-yl)piperidine-2,6-dione O=C1N(CC2=CC=C(C=C12)CCCCC1CC(C1)N1N=CC(=C1)C1=NC2=CC=CC=C2N=C1)C1C(NC(CC1)=O)=O